3-(3-(4-(Chloromethyl)phenyl)-5-(pyridin-3-yl)-3H-imidazo[4,5-b]pyridin-2-yl)pyridin-2-amine ClCC1=CC=C(C=C1)N1C(=NC=2C1=NC(=CC2)C=2C=NC=CC2)C=2C(=NC=CC2)N